BrC=1C=C2C(=NN(C(C2=CC1)=O)CC(=O)N[C@H]1CN(CCC1)C1CCC1)C(C)C 2-(6-bromo-1-oxo-4-prop-2-ylphthalazin-2-yl)-N-[(3R)-1-cyclobutylpiperidin-3-yl]Acetamide